(R)-6-(2-(3-methoxybenzyl)pyrrolidin-1-yl)-4-morpholinopyridin-2(1H)-one COC=1C=C(C[C@@H]2N(CCC2)C2=CC(=CC(N2)=O)N2CCOCC2)C=CC1